5-(4-(tert-butyl)phenyl)-1-methyl-6-oxo-1,6-dihydropyrazine-2-carboxylic acid C(C)(C)(C)C1=CC=C(C=C1)C1=NC=C(N(C1=O)C)C(=O)O